ClC1=CC(=C(C2=CC=CC=C12)OCC1CNCCC1)C1=C2C(=NC=C1)C=C(S2)CN2C(C1C(C1C2=O)(C)C)=O 3-((7-(4-chloro-1-(piperidin-3-ylmethoxy)naphthalen-2-yl)thieno[3,2-b]pyridin-2-yl)methyl)-6,6-dimethyl-3-azabicyclo[3.1.0]hexane-2,4-dione